2-(2,6-dimethylpyridin-4-yl)-3-methyl-6-(6-(piperazin-1-yl)pyridin-3-yl)-1H-indole hydrochloride Cl.CC1=NC(=CC(=C1)C=1NC2=CC(=CC=C2C1C)C=1C=NC(=CC1)N1CCNCC1)C